2-(3-isothiocyanatophenyl)-3-(2-nitro-1-phenylethyl)-1H-indole N(=C=S)C=1C=C(C=CC1)C=1NC2=CC=CC=C2C1C(C[N+](=O)[O-])C1=CC=CC=C1